tert-butyl (3-((3-aminopropyl)amino)propyl)carbamate NCCCNCCCNC(OC(C)(C)C)=O